ClC=1C=C(C=CC1)C1=NC2=C(N1CCCC1=CC=CC=C1)C=C(C=C2)OC 2-(3-Chlorophenyl)-6-methoxy-1-(3-phenylpropyl)-1H-benzo[d]imidazole